Propylpropylmethyldiethoxysilane C(CC)C(C)O[Si](OCC)(C)CCC